C(C1=CC=CC=C1)C1=NC(=NN1)C(=O)N[C@@H]1CCC2=C(N(C1=O)C)C=C(C=C2)CN2CCN(CC2)C2=CC=NC=C2 |r| (±)-5-Benzyl-N-(1-methyl-2-oxo-8-((4-(pyridin-4-yl)piperazin-1-yl)methyl)-2,3,4,5-tetrahydro-1H-benzo[b]azepin-3-yl)-1H-1,2,4-triazole-3-carboxamide